FC(C1=CC=C(C=C1)N1CCCC1)(F)F (4-(trifluoromethyl)phenyl)pyrrolidin